C1(=CC=CC=C1)C1=C(C(NC(N1)=S)C1=CC=C(C=C1)C1=NC=CC=C1)C(C)=O 1-{6-Phenyl-4-[4-(pyridin-2-yl)phenyl]-2-thioxo-1,2,3,4-tetrahydropyrimidin-5-yl}ethan-1-one